FC=1C=CC=2C3=C(NC(C2C1)=O)COCC3N(C(=O)NC3=CC(=C(C(=C3)F)F)F)CC(C)C 1-(8-fluoro-6-oxo-1,4,5,6-tetrahydro-2H-pyrano[3,4-c]isoquinolin-1-yl)-1-isobutyl-3-(3,4,5-trifluorophenyl)urea